oxa[4,7,12]-triazacyclopentadecine-5,8,13(2H)-trione O1CC=NC(C=NC(C=CC=NC(C=C1)=O)=O)=O